C(C)(C)(C)OCCN(CC[C@@H](C(=O)O)NC(=O)C1(CC1)C1=C(C=CC=C1OC)Cl)CCCCC1=NC=2NCCCC2C=C1 (S)-4-((2-(tert-butoxy)ethyl)(4-(5,6,7,8-tetrahydro-1,8-naphthyridin-2-yl)butyl)amino)-2-(1-(2-chloro-6-methoxyphenyl)cyclopropane-1-carboxamido)butanoic acid